NOCCC1CCN(CC1)CC1=CC=C(CN2C3=NC(=NC(=C3NC2=O)NC(C)=O)OCCCC)C=C1 N-(9-(4-((4-(2-(aminooxy)ethyl)piperidin-1-yl)methyl)benzyl)-2-butoxy-8-oxo-8,9-dihydro-7H-purin-6-yl)acetamide